COC1=NC=CC(=C1)NC1=NC=C(C(=N1)N[C@@H]1CC[C@H](CC1)O)C1CCNCC1 trans-4-((2-((2-methoxypyridin-4-yl)amino)-5-(piperidin-4-yl)pyrimidin-4-yl)amino)cyclohexan-1-ol